2-methyl-3-((5-methylpyridazin-3-yl)methyl)naphthalene-1,4-dione CC=1C(C2=CC=CC=C2C(C1CC=1N=NC=C(C1)C)=O)=O